C(C1CO1)CCC[Si](OC)(OC)OC (3-Glycidylpropyl)trimethoxysilan